N-(3-bromo-1H-pyrazol-5-yl)-4-chloro-N-methylbutanamide BrC1=NNC(=C1)N(C(CCCCl)=O)C